N[C@@H](COC1=CC=C2C(=CC=NC2=C1)OC1=C(C=C(C=C1F)NC(=O)C=1C=NC=CC1C1CC1)F)C (R)-N-(4-((7-(2-aminopropoxy)quinolin-4-yl)oxy)-3,5-difluorophenyl)-4-cyclopropylpyridine-3-carboxamide